C(#N)CCC1=CC=C(CN2C=NC(=C2)C(=O)OCC)C=C1 ethyl 1-(4-(2-cyanoethyl)benzyl)-1H-imidazole-4-carboxylate